1,3-dimethylhexahydropyrimidin-2,4,6-trione CN1C(N(C(CC1=O)=O)C)=O